C(C)(C)(C)OC(=O)N1[C@H]2CN(C[C@@H]1CC2)C=2C1=C(N=C(N2)SC)CN=CC1 4-((1R,5S)-8-(tert-butoxycarbonyl)-3,8-diazabicyclo[3.2.1]octane-3-yl)-2-(methylthio)-5,8-dihydropyrido[3,4-d]pyrimidine